CC1=NOC(=C1C1=CC(=CC=N1)NC1=CC(=CC=C1)F)C 6-(3,5-dimethylisoxazol-4-yl)-4-((3-fluorophenyl)amino)pyridin